N,N-diethyl-3-((4-methoxyphenyl)sulfonyl)-4-(4-methyl-1,4-diazepan-1-yl)quinoline-6-carboxamide C(C)N(C(=O)C=1C=C2C(=C(C=NC2=CC1)S(=O)(=O)C1=CC=C(C=C1)OC)N1CCN(CCC1)C)CC